5-(4-((4-bromophenyl)ethynyl)benzeneyl)-3-(chloromethyl)isoxazole BrC1=CC=C(C=C1)C#CC1=CC=C(C=C1)C1=CC(=NO1)CCl